FC(C1CN(C1)C1CC2(CNC2)C1)(F)F 6-[3-(trifluoromethyl)azetidin-1-yl]-2-azaspiro[3.3]heptane